CC1N(C(CC1)C)C1=NC=2N(C(=C1)C1=CC=C(C#N)C=C1)N=CN2 4-[5-(2,5-dimethylpyrrolidin-1-yl)-[1,2,4]triazolo[1,5-a]pyrimidin-7-yl]benzonitrile